tert-butyl (R)-(cyclobutylmethyl)(1-(6-((4-(6-(pyrrolidin-1-yl)pyrazin-2-yl)-1H-1,2,3-triazol-1-yl)methyl)pyridin-3-yl)piperidin-3-yl)carbamate C1(CCC1)CN(C(OC(C)(C)C)=O)[C@H]1CN(CCC1)C=1C=NC(=CC1)CN1N=NC(=C1)C1=NC(=CN=C1)N1CCCC1